ICCI 1,2-Diiodoethane